coumaronone O1C(CC2=CC=CC=C12)=O